1-[(3β)-cholest-5-en-3-yloxy]-1-oxo-5,8,11,14-tetraoxa-2-azaheptadecan-17-oic acid CC(C)CCC[C@@H](C)[C@H]1CC[C@H]2[C@@H]3CC=C4C[C@H](CC[C@]4(C)[C@H]3CC[C@]12C)OC(NCCOCCOCCOCCOCCC(=O)O)=O